[K+].P(=O)(O)(O)C(CC(=O)[O-])(CCC(=O)[O-])C(=O)[O-].[K+].[K+] 2-phosphonobutane-1,2,4-tricarboxylic acid potassium salt